C(CC)(OC)([O-])[O-] methyl orthopropionate